Methyl (1s,3s)-3-methoxy-1-(4-methoxy-3-(N-(5-(pyridin-2-yl)quinoline-2-carbonyl)sulfamoyl) phenyl)cyclobutane-1-carboxylate COC1CC(C1)(C(=O)OC)C1=CC(=C(C=C1)OC)S(NC(=O)C1=NC2=CC=CC(=C2C=C1)C1=NC=CC=C1)(=O)=O